CC(C)(C)[S@@](=O)N[C@@H](CC(=O)OCC)C=1C=NC=C(C1)C1=CC=CC=C1 ethyl (S)-3-((R)-1,1-dimethylethylsulfinamido)-3-(5-phenylpyridin-3-yl)propanoate